(S)-2-(1-(4-amino-3-(2,3-difluoro-4-methoxyphenyl)-1H-pyrazolo[3,4-d]pyrimidin-1-yl)ethyl)-5-chloro-3-phenylquinazolin-4(3H)-one hydrochloride Cl.NC1=C2C(=NC=N1)N(N=C2C2=C(C(=C(C=C2)OC)F)F)[C@@H](C)C2=NC1=CC=CC(=C1C(N2C2=CC=CC=C2)=O)Cl